CC1CC12OC(CNCNC(CCCCCCCCCC2)=O)=O methyl-4-oxa-7,9-diazaspiro[2.17]eicosane-5,10-dione